C(C)C1CCC(CC1)C1CCC(CC1)CCCCC 4-ethyl-4'-amyl-bicyclohexane